Cl.C=1C=CCN2C=CC=CC12 quinolizine hydrochloride